C(C)N1N=C2N=C(C=NC2=C1)N[C@@H](C)C=1C=C(C=CC1)NC(C1=CN=C(C(=C1)C)C)=O (S)-N-(3-(1-((2-ethyl-2H-pyrazolo[3,4-b]pyrazin-6-yl)amino)ethyl)phenyl)-5,6-dimethylnicotinamide